ClC1=CC=C(C=C1)C1=NN(C[C@H]1C1=CC=CC=C1)\C(\N[C@H]1C[C@@H](CC1)S(N)(=O)=O)=N/S(=O)(=O)C1=CC=C(C=C1)Cl (R,Z)-3-(4-chlorophenyl)-N'-((4-chlorophenyl)sulfonyl)-4-phenyl-N-((1R,3R)-3-sulfamoylcyclopentyl)-4,5-dihydro-1H-pyrazole-1-carboximidamide